N1(N=CC=C1)C1=CC=C(C=C1)CC1=NC=C2N=CNC2=N1 [4-(1H-pyrazol-1-yl)phenyl-methyl]-9H-purine